[Si](C)(C)(C(C)(C)C)OC=1C=C2C(=NN(C2=CC1)C1OCCCC1)C=1C=NN(C1)C(COCCOC[C@H](C)CS(=O)(=O)[O-])F [(1S)-2-[2-[2-[4-[5-[tert-butyl(dimethyl)silyl]oxy-1-tetrahydropyran-2-yl-indazol-3-yl]pyrazol-1-yl]-2-fluoro-ethoxy]ethoxy]-1-methyl-ethyl]methanesulfonate